ClC1=C2C(=NC(=N1)Cl)N(N=C2C)C2CCCC2 4,6-dichloro-1-cyclopentyl-3-methyl-1H-pyrazolo[3,4-d]pyrimidine